(R)-4-((S)-10-Acryloyl-2-fluoro-14-oxo-8,8a,9,10,11,12-hexahydro-7H,14H-pyrazino[1',2':5,6][1,5]diazocino[3,2,1-hi]indazol-3-yl)-2-amino-7-fluorobenzo[b]thiophene-3-carbonitrile C(C=C)(=O)N1C[C@H]2N(C(C=3C=C(C(=C4C=NN(C34)CC2)C2=CC=C(C=3SC(=C(C32)C#N)N)F)F)=O)CC1